N-((R)-1-(4-(ethylsulfonyl)phenyl)-2-hydroxyethyl)-4-((2S,4S)-2-((trifluoromethoxy)methyl)-4-(4-(trifluoromethyl)phenoxy)pyrrolidin-1-yl)benzamide C(C)S(=O)(=O)C1=CC=C(C=C1)[C@H](CO)NC(C1=CC=C(C=C1)N1[C@@H](C[C@@H](C1)OC1=CC=C(C=C1)C(F)(F)F)COC(F)(F)F)=O